(2-(5-fluoro-6-(4-fluorophenyl)-4-(2-hydroxypropan-2-yl)pyridin-2-yl)-2-oxoethyl)-8-methoxy-3-methylcinnoline-6-carboxamide FC=1C(=CC(=NC1C1=CC=C(C=C1)F)C(CC1=C(N=NC2=C(C=C(C=C12)C(=O)N)OC)C)=O)C(C)(C)O